FC(OC1=CC=C(C=C1)C=1N=C(C2=C(N1)N(C(=C2)C2=CCC1(CCNCC1)CC2)C)N)F (4-(difluoromethoxy)phenyl)-7-methyl-6-(3-azaspiro[5.5]undec-8-en-9-yl)-7H-pyrrolo[2,3-d]pyrimidin-4-amine